FC(CCN1C[C@H](CCC1)NC(=O)C=1C=2C[C@@H]3[C@H](C2N(N1)C1=C(C=C(C=C1)F)F)C3)(F)F (1aR,5aR)-2-(2,4-Difluoro-phenyl)-1a,2,5,5a-tetrahydro-1H-2,3-diaza-cyclopropa[a]pentalene-4-carboxylic acid [(S)-1-(3,3,3-trifluoro-propyl)-piperidin-3-yl]-amide